2-((1-(6-Methyl-2-(4-morpholinophenyl)-4-oxo-4H-chromen-8-yl)ethyl)amino)benzoic acid CC=1C=C2C(C=C(OC2=C(C1)C(C)NC1=C(C(=O)O)C=CC=C1)C1=CC=C(C=C1)N1CCOCC1)=O